CN(C1(CCC2(CN(C(N2)=O)C=2C=NC(=NC2)C(=O)N)CC1)C1=CC=CC=C1)C 5-(8-(dimethylamino)-2-oxo-8-phenyl-1,3-diazaspiro[4.5]decan-3-yl)pyrimidine-2-carboxamide